N-(7-(Dimethylamino)-5-(3-(dimethylamino)phenyl)-5-methyl-10-(o-tolyl)dibenzo[b,e]silin-3(5H)-ylidene)-N-methylmethanaminium CN(C1=CC2=C(C(=C3C([Si]2(C)C2=CC(=CC=C2)N(C)C)=CC(C=C3)=[N+](C)C)C3=C(C=CC=C3)C)C=C1)C